CC1=C(C=CC=C1)CC1=C(C=CC=C1)[N+](=O)[O-] 1-Methyl-2-(2-nitrobenzyl)benzene